ClC=1C(=C(C(=CC1)N1N=NC(=C1)C(F)(F)F)C=1C=CC(=[N+](C1)[O-])[C@@H](CCOC(F)F)N1N=NC(=C1)C=1N(NNC1)C(F)F)F (R)-5-(3-Chloro-2-fluoro-6-(4-(trifluoromethyl)-1H-1,2,3-triazol-1-yl)phenyl)-2-(3-(difluoromethoxy)-1-(3'-(difluoromethyl)-4,4'-bi(1H-1,2,3-triazol)-1-yl)propyl)pyridine 1-oxide